(R)-(6-(3-((3-hydroxy-1-methyl-2-oxopyrrolidin-3-yl)ethynyl)phenyl)-1,5-naphthyridin-4-yl)carbamic acid tert-butyl ester C(C)(C)(C)OC(NC1=CC=NC2=CC=C(N=C12)C1=CC(=CC=C1)C#C[C@]1(C(N(CC1)C)=O)O)=O